FC=1C=CC2=C(C(=C(S2)C2=CC=C(C=C2)S(=O)(=O)C)C=2C(N(N=C(C2O)C)C)=O)C1 4-[5-fluoro-2-(4-methylsulfonylphenyl)benzothiophen-3-yl]-5-hydroxy-2,6-dimethyl-pyridazin-3-one